2,6-dimethyl-ethylpiperidinium CCC[NH+]1CCCCC1C